C(C1=CC=CC=C1)N1CCN(CC1)C1=CC=C(C=N1)C=1C=2N(C=C(C1)C=1C=NN(C1)C[C@@H](CO)C)N=CC2C#N (S)-4-(6-(4-benzylpiperazin-1-yl)pyridin-3-yl)-6-(1-(3-hydroxy-2-methylpropyl)-1H-pyrazol-4-yl)pyrazolo[1,5-a]pyridine-3-carbonitrile